BrC1=CC(=NC=C1)N1N=CC=C1NC(OC(C)(C)C)=O tert-butyl (1-(4-bromopyridin-2-yl)-1H-pyrazol-5-yl)carbamate